(2,6-dimethylhept-5-en-1-yl)carbamic acid tert-pentyl ester C(C)(C)(CC)OC(NCC(CCC=C(C)C)C)=O